N1NNNNNNNNNNCCCCCCCCCCCCCCCCCCCCC(CC1)C(=O)N undecazacyclotetratriacontan-32-carboxamide